2-[1-cyclobutyl-6-(trifluoromethyl)-1H-1,3-benzodiazol-2-yl]-5-methoxy-1-methyl-N-(1,2-oxazol-4-yl)-6-oxo-1,6-dihydropyrimidine-4-carboxamide C1(CCC1)N1C(=NC2=C1C=C(C=C2)C(F)(F)F)C=2N(C(C(=C(N2)C(=O)NC=2C=NOC2)OC)=O)C